[Si](C)(C)(C(C)(C)C)OCC12CCC(CC1)(N2C(=O)OC(C)(C)C)C#CC2=CC=C(C=C2)Cl tert-Butyl 1-(((tert-butyldimethylsilyl)oxy)methyl)-4-((4-chlorophenyl) ethynyl)-7-azabicyclo[2.2.1]heptane-7-carboxylate